3,3'-(((((5-(2-carboxy-2-(pyrrolidin-3-yl)ethyl)-1H-indazol-3-yl)methyl)azanediyl)bis(methylene))bis(3,1-phenylene))bis(2-(pyrrolidin-3-yl)propanoic acid) C(=O)(O)C(CC=1C=C2C(=NNC2=CC1)CN(CC=1C=C(C=CC1)CC(C(=O)O)C1CNCC1)CC=1C=C(C=CC1)CC(C(=O)O)C1CNCC1)C1CNCC1